3-(1-naphthyl)-5-(phosphonomethyl)-L-phenylalanine C1(=CC=CC2=CC=CC=C12)C=1C=C(C[C@H](N)C(=O)O)C=C(C1)CP(=O)(O)O